ClC1=CC=C(C=C1)S(=O)(=O)\N=C(\N[C@@H]1C[C@H](CC1)S(N)(=O)=O)/N1N=C([C@H](C1)C1=CC=CC=C1)C1=CC=C(C=C1)F (S,Z)-N'-((4-chlorophenyl)sulfonyl)-3-(4-fluorophenyl)-4-phenyl-N-((1S,3S)-3-sulfamoylcyclopentyl)-4,5-dihydro-1H-pyrazole-1-carboximidamide